(3-((tert-butoxycarbonyl)amino)propyl)-L-serinylglycine C(C)(C)(C)OC(=O)NCCCN[C@@H](CO)C(=O)NCC(=O)O